tert-butyl (R)-4-(7-bromo-6-chloro-8-fluoro-2-((1-methylpyrrolidin-3-yl)oxy)quinazolin-4-yl)piperazin-1-carboxylate BrC1=C(C=C2C(=NC(=NC2=C1F)O[C@H]1CN(CC1)C)N1CCN(CC1)C(=O)OC(C)(C)C)Cl